CC(C)(C)C1=C(C=CC=C1[N+](=O)[O-])S(=O)(=O)N (2-methylpropan-2-yl)-3-nitrobenzenesulfonamide